CN1N=C2C(N(C=3C=CC(=CC23)C(=O)NCCOCCOCCNC(=O)CCCCCC(=O)OCC)C2=NC=C(C=C2)C(F)(F)F)=N1 ethyl 6-[(2-{2-[2-({2-methyl-4-[5-(trifluoromethyl)pyridin-2-yl]-2H,4H-[1,2,3]triazolo[4,5-b]indol-7-yl}-formamido)ethoxy]ethoxy}ethyl)carbamoyl]hexanoate